CN(C1[NH+](CCCN1C)CC)C 2-dimethylamino-1-ethyl-3-methyl-1,4,5,6-tetrahydropyrimidinium